N-[5-chloro-4-(hydroxymethyl)-2-pyridinyl]isoxazole-3-carboxamide (E)-6-(3-(4-(2-(pyridin-3-yl)vinyl)phenoxy)azetidin-1-yl)-[1,1'-biphenyl]-2-carboxylate N1=CC(=CC=C1)/C=C/C1=CC=C(OC2CN(C2)C=2C=CC=C(C2C2=CC=CC=C2)C(=O)O)C=C1.ClC=1C(=CC(=NC1)NC(=O)C1=NOC=C1)CO